(rac)-3,20,23-trifluoro-10-[(S-methylsulfonimidoyl)methyl]-13,18-dioxa-5,7,25-triazatetracyclo[17.3.1.12,6.18,12]pentacosa-1(23),2(25),3,5,8(24),9,11,19,21-nonaene FC=1C=2C=3C=CC(=C(OCCCCOC4=CC(=CC(NC(=NC1)N2)=C4)C[S@@](=O)(=N)C)C3F)F |r|